(2R,3S,7aS)-3-((benzyloxy)methyl)tetrahydro-1H-pyrrolizine-2,7a(5H)-dicarboxylic acid 2-(tert-butyl) 7a-methyl ester COC(=O)[C@]12CCCN2[C@@H]([C@@H](C1)C(=O)OC(C)(C)C)COCC1=CC=CC=C1